ClC1=C(C=CC(=C1)N1C=NC(=C1)C1=CC=C(C=C1)OC(F)(F)F)NC(=O)\N=C\1/SCC(N1C1=C(C=CC(=C1)C)COCC(F)F)=O (Z)-1-(2-chloro-4-(4-(4-(trifluoromethoxy)phenyl)-1H-imidazol-1-yl)phenyl)-3-(3-(2-((2,2-difluoroethoxy)methyl)-5-methylphenyl)-4-oxothiazolidin-2-ylidene)urea